2-(3,4-difluorophenoxy)ethanol FC=1C=C(OCCO)C=CC1F